vinyl-propyl-phosphinic acid C(=C)P(O)(=O)CCC